[Br-].C1=C(C=CC2=CC=CC=C12)C(C[N+]1=C(C=CC=C1)C1=NC=CC=C1)=O 1-[2-(Naphthalen-2-yl)-2-oxoethyl]-[2,2'-bipyridin]-1-ium bromide